C1(=CC=CC=C1)C1=CC(=CC(=N1)C=1C=NC=CC1)B(O)O (6-phenyl-[2,3'-bipyridin]-4-yl)boronic acid